FC=1C=C2CCOC(C2=CC1COC1=CC2=C(C=N1)[C@H]1[C@@H](C2)[C@@H]1C(=O)OC(C)(C)C)C1=C(C=CC=C1)C(F)(F)F (5aR,6S,6aS)-tert-butyl 3-((6-fluoro-1-(2-(trifluoromethyl)phenyl)isochroman-7-yl)methoxy)-5,5a,6,6a-tetrahydrocyclopropa[4,5]cyclopenta[1,2-c]pyridine-6-carboxylate